ClC=1C=C(C=CC1Cl)N1CC2C(C1)CN(C2)C(=O)C2=CC(NC1=CC=C(C=C21)C)=O 4-(5-(3,4-dichlorophenyl)octahydropyrrolo[3,4-c]pyrrole-2-carbonyl)-6-methylquinolin-2(1H)-one